(3-((7-(trifluoromethyl)benzofuran-2-yl)methyl)ureido)benzoic acid FC(C1=CC=CC=2C=C(OC21)CNC(NC2=C(C(=O)O)C=CC=C2)=O)(F)F